Diphosphaspiro[5.5]Undecane P1PCCCC12CCCCC2